C(C1=CC=CC=C1)C=1NC(=NN1)C(=O)NC1C(N(C=2N(CCC1)N=CC2)C)=O 5-Benzyl-N-(4-methyl-5-oxo-4,5,6,7,8,9-hexahydropyrazolo[1,5-a][1,3]diazocin-6-yl)-4H-1,2,4-triazol-3-carboxamid